N1C(=CC=C1)C1=CC=C(C=C1)C1=NN2C(N=C(C=C2C)C)=C1 (4-(1H-pyrrol-2-yl)phenyl)-5,7-dimethylpyrazolo[1,5-a]Pyrimidine